C(C)C1=CC=CC2=CC3=C(C=CC=C3C(=C12)OC(=O)CCC(=O)O)CC 1,5-diethyl-9-(2-carboxyethyl)carbonyloxyanthracene